C(CCCCCCC\C=C\CCCCCCCC)(=O)O TRANS-OLEIC ACID